BrC=1C(=C(C=C(C1)C)O)C 3-bromo-2,5-dimethylphenol